1-(5-chloro-2-ethoxy-4-methylphenyl)ethan-1-one ClC=1C(=CC(=C(C1)C(C)=O)OCC)C